BrC(C(=O)O)=C(C=O)Cl 2-BROMO-3-CHLORO-4-OXO-2-BUTENOIC ACID